O1COC2=C1C=CC(=C2)[C@H](C)NC=2C1=C(N=CN2)SC=C1 N-[(1S)-1-(1,3-benzodioxol-5-yl)ethyl]thieno[2,3-d]pyrimidin-4-amine